ClC1=C(C(=O)O)C=CC=C1C=1C(=NNC1)F 2-chloro-3-(3-fluoro-1H-pyrazol-4-yl)benzoic acid